C12CC(C1)(C2)N(C(CN2N=CC1=NC=C(C=C12)C1=CC(=C(C=C1)F)C(F)F)=O)C N-(3-Bicyclo[1.1.1]pentanyl)-2-[6-[3-(difluoromethyl)-4-fluoro-phenyl]pyrazolo[4,3-b]pyridin-1-yl]-N-methyl-acetamide